NC1=CC(=C(C#N)C=C1)N1N=C(C=C1C)OC(F)F 4-amino-2-[3-(difluoromethoxy)-5-methyl-pyrazol-1-yl]benzonitrile